C1(CC1)C=1C=C(C=2N(C1)N=C(N2)CN2C(C1=CC=CC=C1C2=O)=O)N2C(NC(C2)=O)=O 2-((6-cyclopropyl-8-(2,4-dioxoimidazolidin-1-yl)-[1,2,4]triazolo[1,5-a]pyridin-2-yl)methyl)isoindoline-1,3-dione